ClC1=C(C=C(C=C1)NC(=O)N1C2CC(CC1C2)C)[C@H]2[C@@H](CC2)C(F)F cis-N-(4-chloro-3-(trans-2-(difluoromethyl)cyclobutyl)phenyl)-3-methyl-6-azabicyclo[3.1.1]heptane-6-carboxamide